benzyl 4-[4-[(1-benzyloxycarbonyl-4-piperidyl)oxy]cyclohexoxy]piperidine-1-carboxylate C(C1=CC=CC=C1)OC(=O)N1CCC(CC1)OC1CCC(CC1)OC1CCN(CC1)C(=O)OCC1=CC=CC=C1